COC(=O)C1=CSC(=C1)C1=NC(=NC=C1C(F)(F)F)NC=1C=C2CCN(CC2=CC1CC)C(C(F)(F)F)=O.[N+](=O)([O-])C1=CC=C(C=C1)CCNC(C)=O N-(4-nitrophenylethyl)acetamide methyl-5-(2-((7-ethyl-2-(2,2,2-trifluoroacetyl)-1,2,3,4-tetrahydroisoquinolin-6-yl)amino)-5-(trifluoromethyl)pyrimidin-4-yl)thiophene-3-carboxylate